C1(=CC=CC2=CC=CC=C12)N(C1=CC=C(C=C1)C1=CC=C(N(C2=CC=CC=C2)C2=CC=CC3=CC=CC=C23)C=C1)C1=CC=CC=C1 (N,N'-di(1-naphthyl))-N,N'-diphenylbenzidine